3,5-difluoro-4-{[3-(3-methoxyoxetan-3-yl)-1-{[2-(trimethylsilyl)ethoxy]methyl}-1H-pyrrolo[2,3-b]pyridin-4-yl]oxy}aniline FC=1C=C(N)C=C(C1OC1=C2C(=NC=C1)N(C=C2C2(COC2)OC)COCC[Si](C)(C)C)F